2-(7-amino-2-methyl-2-phenyl-naphtho[2,3-d][1,3]dioxolan-6-yl)propan-2-ol NC=1C(=CC2=CC3=C(OC(O3)(C3=CC=CC=C3)C)C=C2C1)C(C)(C)O